C(C1=CC=CC=C1)(=O)NC1=NC2=C(N1CCCC1=CC=CC=C1)C=CC(=C2)C(=O)OC methyl 2-benzamido-1-(3-phenylpropyl)benzimidazole-5-carboxylate